NC1(CCN(CC1)C1=CN=C2C(=N1)NN=C2C=2C(=C(C=CC2)N2CCN(CC2)CC=2C(=C1CN(C(C1=CC2)=O)C2C(NC(CC2)=O)=O)F)Cl)C 3-(5-((4-(3-(6-(4-amino-4-methylpiperidin-1-yl)-1H-pyrazolo[3,4-b]pyrazin-3-yl)-2-chlorophenyl)piperazin-1-yl)methyl)-4-fluoro-1-oxoisoindoline-2-yl)piperidine-2,6-dione